OC1=C(C=C(C=C2CCN3C2=NC(C2=C3CCNC2)=O)C=C1)OC 7-(4-hydroxy-3-methoxybenzylidene)-1,2,3,4,8,9-hexahydropyrido[3,4-e]pyrrolo[1,2-a]pyrimidin-5(7H)-one